N-(2,3-difluoro-4-(2-(((3S,5S)-5-fluoro-piperidin-3-yl)amino)-8-isopropyl-7-oxo-7,8-dihydropyrido[2,3-d]-pyrimidin-6-yl)phenyl)-1-phenylmethanesulfonamide FC1=C(C=CC(=C1F)C1=CC2=C(N=C(N=C2)N[C@@H]2CNC[C@H](C2)F)N(C1=O)C(C)C)NS(=O)(=O)CC1=CC=CC=C1